7-fluoro-8-[2-methoxy-5-(trifluoromethyl)pyridin-3-yl]-1,4,4,9-tetramethyl-5H-imidazo[1,2-a]quinoxaline FC=1C=C2NC(C=3N(C2=C(C1C=1C(=NC=C(C1)C(F)(F)F)OC)C)C(=CN3)C)(C)C